COC1CCC(CC1)[C@@H](C)N1C(=C(C2=CC(=CC=C12)C=1C=NN(C1)C)C(=O)NCC=1C(NC(=CC1SC)C)=O)C (R)-1-(1-(4-methoxycyclohexyl)ethyl)-2-methyl-5-(1-methyl-1H-pyrazol-4-yl)-N-((6-methyl-4-(methylthio)-2-oxo-1,2-dihydropyridin-3-yl)methyl)-1H-indole-3-carboxamide